tert-butyl (2S)-2-(2-bromo-3-hydroxyphenoxymethyl)-4,4-dimethylpyrrolidine-1-carboxylate BrC1=C(OC[C@H]2N(CC(C2)(C)C)C(=O)OC(C)(C)C)C=CC=C1O